3,3-dichloro-2,2-dimethylpropanoyl chloride ClC(C(C(=O)Cl)(C)C)Cl